3,3-difluorocyclobutyl (4-cyclobutyl-1-methyl-3-(1-phenylcyclopropyl)-1H-pyrazol-5-yl)carbamate C1(CCC1)C=1C(=NN(C1NC(OC1CC(C1)(F)F)=O)C)C1(CC1)C1=CC=CC=C1